(3R)-3-[4-[4-(hydroxymethyl)-1-piperidinyl]indol-1-yl]piperidine-2,6-dione OCC1CCN(CC1)C1=C2C=CN(C2=CC=C1)[C@H]1C(NC(CC1)=O)=O